2,6-dicyclopropyl-1,4-dihydropyridine-3,5-dicarboxylate C1(CC1)C=1NC(=C(CC1C(=O)[O-])C(=O)[O-])C1CC1